O=S1(CC2=C(C1)C=C(C=C2)NC2=CC(=NN2C(C)(C)C)C2CC(C2)O)=O 2,2-dioxo-5-((1-(tert-butyl)-3-((1s,3s)-3-hydroxycyclobutyl)-1H-pyrazol-5-yl)amino)-1,3-dihydrobenzo[c]thiophene